1-(2-cyclopropyl-4H-pyrrolo[2,3-d]thiazol-6-yl)propan-2-one C1(CC1)C=1SC2=C(N1)NC=C2CC(C)=O